6-cyclopropyl-5-(8-quinolinyl)pyridin-2-amine C1(CC1)C1=C(C=CC(=N1)N)C=1C=CC=C2C=CC=NC12